cyclopropanone ethyl hemiacetal C(C)OC1(CC1)O